C(C)(=O)C1=NN(C2=C(C=C(C=C12)C=1C=NC(=NC1)CO)C)CC(=O)N1[C@@H]([C@@H]2C[C@@H]2C1)C(=O)NC1=NC(=CN=C1)Br (1R,2S,5S)-3-(2-(3-acetyl-5-(2-(hydroxymethyl)pyrimidin-5-yl)-7-methyl-1H-indazol-1-yl)acetyl)-N-(6-bromopyrazin-2-yl)-3-azabicyclo[3.1.0]hexane-2-carboxamide